2-(((butylthio)methyl)thio)-4-(1,2-dimethyl-1H-imidazol-5-yl)-6-(thiazol-2-yl)nicotinonitrile C(CCC)SCSC1=C(C#N)C(=CC(=N1)C=1SC=CN1)C1=CN=C(N1C)C